C(C)(C)(C)N(C(O)=O)C1CCN(CC1)S(NCCOCCOCCNC1=C2C(N(C(C2=CC=C1)=O)C1C(NC(CC1)=O)=O)=O)(=O)=O.FC(C1=CC=CC=C1)(F)F trifluorotoluene tert-butyl-(1-(N-(2-(2-(2-((2-(2,6-dioxopiperidin-3-yl)-1,3-dioxoisoindolin-4-yl)amino)-ethoxy)ethoxy)ethyl)sulfamoyl)piperidin-4-yl)carbamate